C1(CCCC1)C[C@@H](CN1CC2(CC2)C[C@H]1C(=O)NC1=NC=NC=C1)CC(=O)NO (S)-5-((R)-2-(cyclopentylmethyl)-4-(hydroxyamino)-4-oxobutyl)-N-(pyrimidin-4-yl)-5-azaspiro[2.4]heptane-6-amide